ClC=1C=C(C=CC1Cl)N1C(N(C(C2=CC=CC=C12)=O)C1=CC=C(C=C1)C)=O 1-(3,4-dichlorophenyl)-3-(p-tolyl)quinazoline-2,4(1H,3H)-dione